NC1=NC=2C=NC(=CC2C2=C1COC2)C(=O)N2[C@@H](CC(CC2)(F)F)C2=CC=C(C=C2)C(F)(F)F (4-amino-1,3-dihydrofuro[3,4-c][1,7]naphthyridin-8-yl)-[(2S)-4,4-difluoro-2-[4-(trifluoromethyl)phenyl]-1-piperidinyl]methanone